(R)-1-(4-((5-(1-(2,2-difluoroethyl)-2-methyl-1H-benzo[d]imidazol-6-yl)-4-methoxypyrrolo[2,1-f][1,2,4]triazin-2-yl)amino)-3,3-difluoropiperidin-1-yl)ethan-1-one FC(CN1C(=NC2=C1C=C(C=C2)C=2C=CN1N=C(N=C(C12)OC)N[C@H]1C(CN(CC1)C(C)=O)(F)F)C)F